[N+](#[C-])C1=C(C(=O)C2=CC=CC=C2)C=C(C=C1)Cl 2-ISOCYANO-5-CHLORoBENZOPHENONE